(tert-butylamino)-1-(1,2,3,4-tetrahydro-beta-carbolin-2-yl)propan-1-one C(C)(C)(C)NC(C(=O)N1CC=2NC3=CC=CC=C3C2CC1)C